C(C)(C)(C)OC(NCCC(C=[N+]=[N-])=O)=O (4-diazo-3-oxo-butyl)carbamic acid tert-butyl ester